S(C=C)C=C 2,2'-thio-diethylene